N1=CC(=C2N1C=CC=C2)C(=N)N pyrazolo[1,5-a]pyridine-3-carboxamidine